N1=NCCCCCCCCCCCCCCCCC1 diazacyclononadecene